thioacrolein C(=S)C=C